C1=CC=NC(=C1)C2=NC=CC(=C2F)F difluorobipyridine